NC=1C=C(C(=CC1)C(=O)O)C(=O)O 4-aminobenzenedicarboxylic acid